ClC=1C(C(=C(C(C1Cl)=O)C#N)C#N)=O 4,5-dichloro-3,6-dioxocyclohexane-1,4-diene-1,2-dicarbonitrile